N-((6-(4-isopropyl-5-(8-methyl-[1,2,4]triazolo[1,5-a]pyridin-6-yl)-1H-pyrazol-3-yl)pyridin-3-yl)methyl)propan-2-amine C(C)(C)C=1C(=NNC1C=1C=C(C=2N(C1)N=CN2)C)C2=CC=C(C=N2)CNC(C)C